[2H]C1=NC2=C(C=CC(=C2C=C1)N1C[C@H](O[C@H](C1)CN1CC2(C1)OCC1=CC(=CC=C12)N1CC2(C1)OCCNC2)C)C#N 2-Deutero-5-[(2r,6s)-2-methyl-6-[[6-(5-oxa-2,8-diazaspiro[3.5]nonan-2-yl)spiro[1H-isobenzofuran-3,3'-azetidine]-1'-yl]methyl]morpholin-4-yl]quinoline-8-carbonitrile